C[Si](OCCOC)(C)C trimethyl-(2-methoxyethoxy)silane